ClC1=C(C(=C(C=N1)C(C)=O)C)F 1-(6-chloro-5-fluoro-4-methylpyridin-3-yl)ethanone